N-(6-amino-5-ethyl-3-pyridyl)-2-oxo-2-[rac-(2R,5S)-5-methyl-2-(2-morpholino-1,3-benzothiazol-5-yl)-1-piperidyl]acetamide NC1=C(C=C(C=N1)NC(C(N1[C@H](CC[C@@H](C1)C)C=1C=CC2=C(N=C(S2)N2CCOCC2)C1)=O)=O)CC |r|